methyl 2,4-dichloro-1,5-dimethyl-3-oxo-8-azabicyclo[3.2.1]oct-6-ene-8-carboxylate ClC1C2(C=CC(C(C1=O)Cl)(N2C(=O)OC)C)C